(E)-3-(3-chlorophenyl)-N'-((E)-3-(3,4-dichlorophenyl)acryloyl)acrylohydrazide ClC=1C=C(C=CC1)/C=C/C(=O)NNC(\C=C\C1=CC(=C(C=C1)Cl)Cl)=O